8-((2s,5r)-4-(1-(2-fluoro-4-(trifluoromethyl)phenyl)ethyl)-2,5-dimethylpiperazin-1-yl)-5-methyl-6-oxo-5,6-dihydro-1,5-naphthyridine-2-carbonitrile FC1=C(C=CC(=C1)C(F)(F)F)C(C)N1C[C@@H](N(C[C@H]1C)C1=CC(N(C=2C=CC(=NC12)C#N)C)=O)C